BrC=1C(=C(C(=CC1F)Cl)B(O)O)F (3-bromo-6-chloro-2,4-difluorophenyl)boronic acid